(13R)-4-fluoro-13-methyl-8,14-dioxa-10,19,20-triazatetracyclo[13.5.2.12,6.018,21]tricosa-1(20),2(23),3,5,15(22),16,18(21)-heptaen-9-one FC1=CC=2C3=NNC=4C=CC(O[C@@H](CCNC(OCC(=C1)C2)=O)C)=CC34